Methyl 8-(4,4-difluorocyclohexyl)-9-(4-((1-(3-fluoropropyl)azetidin-3-yl)methyl)phenyl)-6,7-dihydro-5H-benzo[7]annulene-3-carboxylate FC1(CCC(CC1)C=1CCCC2=C(C1C1=CC=C(C=C1)CC1CN(C1)CCCF)C=CC(=C2)C(=O)OC)F